NC1=CC=C(C=C1)C1CC(N(CC1)C(=O)OC(C)(C)C)(C)C tert-butyl 4-(4-aminophenyl)-2,2-dimethyl-piperidine-1-carboxylate